FC=1C=C2C(=CNC(C2=CC1F)=O)[C@@H](C)NC |r| racemic-6,7-difluoro-4-(1-(methylamino)ethyl)isoquinolin-1(2H)-one